C(#N)C=1C=2CCCC2C(=C2CCCC12)NC(=O)N=S(=O)(N)C1=C(N=C(S1)C(C)(C)O)COC N'-((8-cyano-1,2,3,5,6,7-hexahydro-s-indacen-4-yl)carbamoyl)-2-(2-hydroxypropan-2-yl)-4-(methoxymethyl)thiazole-5-sulfonimidamide